2-[6-[(3aS,7aR)-6-methyl-3,3a,4,5,7,7a-hexahydro-2H-pyrrolo[2,3-c]pyridin-1-yl]pyridazin-3-yl]-5-chloro-3-methyl-phenol CN1C[C@H]2[C@@H](CC1)CCN2C2=CC=C(N=N2)C2=C(C=C(C=C2C)Cl)O